C1(=CC=CC=C1)C(C)C1C=CC2=CC=CC=C12 1-(1-phenylethyl)-1H-indene